O(C1CC2C(OC(C2CC1)=O)=O)C1CC2C(OC(C2CC1)=O)=O 5,5'-oxo-di(hexahydroisobenzofuran-1,3-dione)